6-(2,5-dihydro-1H-pyrrol-3-yl)-7-methoxy-4-(1-methyl-3-phenyl-1H-pyrazol-4-yl)quinazoline trifluoroacetate FC(C(=O)O)(F)F.N1CC(=CC1)C=1C=C2C(=NC=NC2=CC1OC)C=1C(=NN(C1)C)C1=CC=CC=C1